CC=1C=CC=C2C(NC(=NC12)CSC1CCN(CC1)CCC1=CC=CC=C1)=O 8-methyl-2-(((1-phenethylpiperidin-4-yl)thio)methyl)quinazolin-4(3H)-one